ClC=1C=C2C(=NC1OC)C(=C(N2C)C2=NN=C(N2)[C@H](C(F)(F)F)OC)N2C=NC=C2 (R)-6-chloro-3-(1H-imidazol-1-yl)-5-methoxy-1-methyl-2-(5-(2,2,2-trifluoro-1-methoxy-ethyl)-4H-1,2,4-triazol-3-yl)-1H-pyrrolo[3,2-b]pyridine